1-[(2-Methylphenyl)methyl]-5-oxopyrrolidine-2-carboxylic Acid CC1=C(C=CC=C1)CN1C(CCC1=O)C(=O)O